FC=1C=CC(=C(C1)CC(=O)O)NC(C1=CC(=C(C=C1)N1CCCCC1)NC(=O)C1=C(N(C2=CC=CC=C12)CC(F)(F)F)C)=O 2-(5-fluoro-2-(3-(2-methyl-1-(2,2,2-trifluoroethyl)-1H-indole-3-carboxamido)-4-(piperidin-1-yl)benzamido)phenyl)acetic acid